2-((3,5-Difluoro-3'-(methoxy-d3)-[1,1'-biphenyl]-4-yl)(2-hydroxyethyl)carbamoyl)cyclopent-1-ene-1-carboxylic acid FC=1C=C(C=C(C1N(C(=O)C1=C(CCC1)C(=O)O)CCO)F)C1=CC(=CC=C1)OC([2H])([2H])[2H]